1-(3-Bromo-1-methyl-1H-1,2,4-triazol-5-yl)pyrrolidine-2-carboxamide BrC1=NN(C(=N1)N1C(CCC1)C(=O)N)C